CN1C[C@@H]([C@@H](CC1)NC1=C2C=C(N(C2=CC=C1)CC(F)(F)F)C1=NOC(=N1)CNC(OC(C)(C)C)=O)C Tert-butyl N-[[3-[4-[[(3S,4R)-1,3-dimethyl-4-piperidyl]amino]-1-(2,2,2-trifluoroethyl)indol-2-yl]-1,2,4-oxadiazol-5-yl]methyl]carbamate